(3,5-dichloro-4-((1-methyl-1H-benzo[d]imidazol-6-yl)oxy)phenyl)-5-oxo-4,5-dihydro-1,2,4-oxadiazole-3-carboxamide ClC=1C=C(C=C(C1OC=1C=CC2=C(N(C=N2)C)C1)Cl)N1C(=NOC1=O)C(=O)N